6-(2-fluoro-4-(2-fluoroacrylamido)phenyl)-3-methyl-7-(3-(methylcarbamoyl)phenyl)pyrrolo[1,2-a]pyrazine-8-carboxamide FC1=C(C=CC(=C1)NC(C(=C)F)=O)C1=C(C(=C2N1C=C(N=C2)C)C(=O)N)C2=CC(=CC=C2)C(NC)=O